1-bromo-3-chloro-5-(ethyl-d5)benzene diammonium [NH4+].[NH4+].BrC1=CC(=CC(=C1)C(C([2H])([2H])[2H])([2H])[2H])Cl